methoxy-[1,1'-binaphthyl] COC1=C(C2=CC=CC=C2C=C1)C1=CC=CC2=CC=CC=C12